(tert-Butoxycarbonyl)-L-isoleucine C(C)(C)(C)OC(=O)N[C@@H]([C@@H](C)CC)C(=O)O